FC=1C=C(C=CC1C1=NC=NN1C)O 3-fluoro-4-(1-methyl-1H-1,2,4-triazol-5-yl)phenol